FC1=C(C(=C(C(=C1[2H])[2H])[2H])[2H])C=1N(C=CC1C=O)S(=O)(=O)C=1C=NC=CC1 (2-fluoro-3,4,5,6-tetradeuterophenyl)-1-(pyridin-3-ylsulfonyl)-1H-pyrrole-3-carbaldehyde